C(C)(=O)NC1CCC(CC1)NC(=O)C1=C(C=2N(N=C1)C=C(C2)C=2C=NC=CC2C)NC(C)C N-((1r,4r)-4-acetamidocyclohexyl)-4-(isopropylamino)-6-(4-methylpyridin-3-yl)pyrrolo[1,2-b]pyridazine-3-carboxamide